(8Z)-heptadeca-8-enoic acid C(CCCCCC\C=C/CCCCCCCC)(=O)O